tert-butyl 4-[(4-amino-2-fluoro-phenyl)carbamoyl]piperidine-1-carboxylate NC1=CC(=C(C=C1)NC(=O)C1CCN(CC1)C(=O)OC(C)(C)C)F